C(C)CC(CC(=O)[O-])=O.C(C)CC(CC(=O)[O-])=O.C(C)CC(CC(=O)[O-])=O.C(C)CC(CC(=O)[O-])=O.[Zr+4] zirconium tetra(ethyl acetoacetate)